N1CC(C1)N1CCC(CC1)COC1=CC(=C2C(NC(=NC2=C1)CSC1CCOCC1)=O)F 7-((1-(azetidin-3-yl)piperidin-4-yl)methoxy)-5-fluoro-2-(((tetrahydro-2H-pyran-4-yl)thio)methyl)quinazolin-4(3H)-one